C(CCCC)C(C(=O)O)CC.C(CCC)(=O)OCCCCC pentyl butyrate (amyl butyrate)